C1(CC1)N1C(C[C@H](C1)CN1N=C2N=C(C=CC2=C1C)C1=C(C=C(C=C1C)C(F)(F)F)O)=O (R)-1-cyclopropyl-4-((6-(2-hydroxy-6-methyl-4-(trifluoromethyl)phenyl)-3-methyl-2H-pyrazolo[3,4-b]pyridin-2-yl)methyl)pyrrolidin-2-one